tetrahydrofuran-3-yl ((S,E)-7-amino-1-((1-((4-isobutyl-1H-benzo[d]imidazol-2-yl)methyl)-2-oxo-1,2-dihydropyridin-3-yl)amino)-1,7-dioxohept-5-en-2-yl)carbamate NC(/C=C/CC[C@@H](C(=O)NC=1C(N(C=CC1)CC1=NC2=C(N1)C=CC=C2CC(C)C)=O)NC(OC2COCC2)=O)=O